NC(C(CCC(=O)OC(C)(C)C)N1C(C2=CC=C(C=C2C1)C1=CCCCCN1C(=O)OC(C)(C)C)=O)=O tert-Butyl 7-(2-(1-amino-5-(tert-butoxy)-1,5-dioxopentan-2-yl)-1-oxoisoindolin-5-yl)-2,3,4,5-tetrahydro-1H-azepine-1-carboxylate